C(C1=CC=CC=C1)ONC(=O)C12CN(CC(CC1)N2S(=O)(=O)C2=CC(=C(C(=C2)F)OC2=CC=C(C=C2)Cl)F)C(=O)N2CCOCC2 N-(benzyloxy)-8-((4-(4-chlorophenoxy)-3,5-difluorophenyl)-sulfonyl)-3-(morpholine-4-carbonyl)-3,8-diazabicyclo[3.2.1]octane-1-carboxamide